4-chloro-2',3',4',6,6'-pentafluoro-[1,1'-biphenyl]-3-carboxylic acid ClC1=C(C=C(C(=C1)F)C1=C(C(=C(C=C1F)F)F)F)C(=O)O